NC1=CC(=C2C(N(CCCCC[C@@](C3=NN=C(C1=N2)O3)(C(F)(F)F)O)CC3=CC=C(C=C3)CC(C)(C)C)=O)C(F)(F)F (6R)-17-amino-12-[[4-(2,2-dimethylpropyl)phenyl]methyl]-6-hydroxy-6,15-bis(trifluoromethyl)-19-oxa-3,4,12,18-tetrazatricyclo[12.3.1.12,5]nonadeca-1(18),2,4,14,16-pentaen-13-one